[Si](C)(C)(C(C)(C)C)O[C@H]1C[C@@H](N(C1)C(=O)OC(C)(C)C)CO tert-Butyl (2R,4S)-4-((tert-butyldimethylsilyl)oxy)-2-(hydroxymethyl)pyrrolidine-1-carboxylate